C1(=C(C(=CC(=C1)C)C)S(=O)(=O)ON)C O-mesityl-sulfonyl-hydroxylamine